ClC1=CC=C(C=N1)C[C@H]1C(N([C@H]2C[C@@H]12)C1=C(C(=NN1)C1=CC=NC=C1)C)=O (1S,4R,5S)-4-((6-chloropyridin-3-yl)methyl)-2-(4-methyl-3-(pyridin-4-yl)-1H-pyrazol-5-yl)-2-azabicyclo[3.1.0]hexan-3-one